NC1=NC=C(C2=CC=CC=C12)N1N=CC(=C1C(F)(F)F)C(=O)NC=1C(=NC(=C(C1)Cl)N1N=CC=N1)C 1-(1-aminoisoquinolin-4-yl)-N-(5-chloro-2-methyl-6-(2H-1,2,3-triazol-2-yl)pyridin-3-yl)-5-(trifluoromethyl)-1H-pyrazole-4-carboxamide